C(#N)C=1C=C(C=CC1)CN1C2=C(C=CC=C2C=2CCC(CC12)CCC1=CC=CC=C1)C(=O)O 9-[(3-cyanophenyl)methyl]-2-(2-phenylethyl)-2,3,4,9-tetrahydro-1H-carbazole-8-carboxylic acid